(2-fluoro-4-nitrophenyl)-(2-oxa-7-azaspiro[3.5]non-7-yl)methanone FC1=C(C=CC(=C1)[N+](=O)[O-])C(=O)N1CCC2(COC2)CC1